OC=1C=C2CC[C@H]([C@H](C2=CC1)C1=CC=C(C=C1)N1CCC(CC1)C=O)C1CCOCC1 1-[4-[(1S,2S)-6-hydroxy-2-tetrahydropyran-4-yl-tetralin-1-yl]phenyl]piperidine-4-carbaldehyde